N-(4-(2-propylhydrazine-1-carbonyl)benzyl)-3-(pyridin-4-yl)acrylamide C(CC)NNC(=O)C1=CC=C(CNC(C=CC2=CC=NC=C2)=O)C=C1